(2-cyclopentylethyl)-3-methyl-1,5,9-triazacyclododecan C1(CCCC1)CCN1CC(CNCCCNCCC1)C